FC=1C=C2C(C=C(N3C2=C(C1)C(CC3)(C)O)C(=O)OC)=C=O methyl 9-fluoro-7-hydroxy-7-methyl-1-carbonyl-1,5,6,7-tetrahydropyrido[3,2,1-ij]quinoline-3-carboxylate